COC(=O)C1=CC2=C(N=C(N2C[C@H]2OCC2)CC2=C(C=C(C(=C2)F)C2=NC(=NC=C2F)Cl)F)C=C1 2-[[4-(2-chloro-5-fluoro-pyrimidin-4-yl)-2,5-difluoro-phenyl]methyl]-3-[[(2S)-oxetan-2-yl]methyl]benzimidazole-5-carboxylic acid methyl ester